2-[[2-(2,6-dioxo-3-piperidyl)-3-oxo-isoindolin-5-yl]amino]-N-tetrahydrofuran-3-yl-acetamide O=C1NC(CCC1N1CC2=CC=C(C=C2C1=O)NCC(=O)NC1COCC1)=O